ethyl-2-{4-[2,4-bis(trichloromethyl)-s-triazin-6-yl]phenylthio}acetate C(C)OC(CSC1=CC=C(C=C1)C1=NC(=NC(=N1)C(Cl)(Cl)Cl)C(Cl)(Cl)Cl)=O